[C@H](C)(CC)[C@@H]1N(CC2=C(NC1=O)C=CC=C2)C(=O)N2CCC(CC2)N(C)C (S)-3-((S)-sec-butyl)-4-(4-(dimethylamino)piperidine-1-carbonyl)-1,3,4,5-tetrahydro-2H-benzo[e][1,4]diazepin-2-one